N1=CC=CC=2C=CC=3N(C12)C=CN3 imidazo[1,2-a][1,8]naphthyridine